ClC=1C=CC2=C(N(C3=C(OC2)C=CC=C3)CCCCN(C(OC(C)(C)C)=O)C)C1 tert-Butyl N-[4-(3-chlorodibenzo[b,e][1,4]oxazepin-5(11H)-yl)butyl]-N-methyl-carbamate